4-(((tert-Butoxycarbonyl)amino)methyl)-2-(methoxycarbonyl)pent-4-enoic acid C(C)(C)(C)OC(=O)NCC(CC(C(=O)O)C(=O)OC)=C